N1(CCNCCC1)C(=O)N1[C@H](C2=CC=CC=C2CC1)C1=CC=C(C=C1)F (S)-(1,4-diazacycloheptan-1-yl)(1-(4-fluorophenyl)-3,4-dihydroisoquinolin-2(1H)-yl)methanone